FC(C(=O)O)(F)F.C1(CC1)C=1C(=NC=CC1)OCC(C(=O)N[C@@H]1CNC[C@H]1C)(C)C trans-3-((3-cyclopropylpyridin-2-yl)oxy)-2,2-dimethyl-N-(4-methylpyrrolidin-3-yl)propanamide trifluoroacetate